trans-4-(2,3-dichloro-phenyl)-pyrrolidine-3-carboxylic acid ClC1=C(C=CC=C1Cl)[C@H]1[C@@H](CNC1)C(=O)O